2-chloro-5-[cyclopropylmethyl-[5-(3,5-di-chlorophenyl)-5-(trifluoromethyl)-4H-isoxazol-3-yl]amino]benzoic acid ClC1=C(C(=O)O)C=C(C=C1)N(C1=NOC(C1)(C(F)(F)F)C1=CC(=CC(=C1)Cl)Cl)CC1CC1